(4-methylenepiperidin-1-yl)methanone C=C1CCN(CC1)C=O